IC=1C=NN2C1OCCC2 3-iodo-6,7-dihydro-5H-pyrazolo[5,1-b][1,3]oxazine